CC=1C=C(COC2=CC=C(C=O)C=C2)C=CC1 4-((3-methylbenzyl)oxy)benzaldehyde